CN1C(N(C2=NC=NC=C2C1=O)C1=CC=CC=C1)=O 3-methyl-1-phenylpyrimidino[4,5-d]pyrimidine-2,4(1H,3H)-dione